2,5-dibromo-3,4-diphenylthiophene BrC=1SC(=C(C1C1=CC=CC=C1)C1=CC=CC=C1)Br